C(C)(C)(C)OC(=O)N1C(=CC2=CC=C(C=C12)C)C=1C=C(C=CC1N1CCCC1)S(=O)(=O)N(CC(=O)O)C N-((3-(1-(tert-butoxycarbonyl)-6-methyl-1H-indol-2-yl)-4-(pyrrolidin-1-yl)phenyl)sulfonyl)-N-methylglycine